N1=C(C=CC=C1)C[C@H](CCC=C)S(=O)(=O)N (S)-1-(PYRIDIN-2-YL)HEX-5-ENE-2-SULFONAMIDE